CN1C(N(C2=C1C=NC=C2)C2CCOCC2)=O 3-methyl-2-oxo-1-(tetrahydro-2H-pyran-4-yl)-2,3-dihydro-1H-imidazo[4,5-c]pyridine